FC1(C(S(=O)(=O)OS1(=O)=O)(F)F)F tetrafluoro-1,2-ethanedisulfonic anhydride